C1(CC=CC1)(CO)CO cyclopent-3-en-1,1-diyl-dimethanol